CSC1=NC(=CC(=N1)C(F)(F)F)C1=CC=C(C=C1)C#C[Si](C)(C)C (methylthio)-4-(trifluoromethyl)-6-(4-((trimethylsilyl)ethynyl)phenyl)pyrimidine